6-(5-Fluoropyridin-3-yl)-N-(1-(methylsulfonyl)piperidin-4-yl)-9H-pyrimido[4,5-b]indol-4-amine FC=1C=C(C=NC1)C=1C=C2C3=C(NC2=CC1)N=CN=C3NC3CCN(CC3)S(=O)(=O)C